3-ethyl-8-fluoro-5-methoxy-2-(1-(4-methyl-1,4-diazepan-1-yl)butyl)quinazolin-4(3H)-one C(C)N1C(=NC2=C(C=CC(=C2C1=O)OC)F)C(CCC)N1CCN(CCC1)C